C1(CC1)CN1C(=CC2=CC=CC=C12)C1=NC2=C(N1CC1=NNN=C1)C(=CC(=C2)C(=O)N2C1CCC(C2)[C@H]1N)OC (7R)-2-{2-[1-(cyclopropylmethyl)-1H-indol-2-yl]-7-methoxy-1-[(2H-1,2,3-triazol-4-yl)methyl]-1H-1,3-benzodiazole-5-carbonyl}-2-azabicyclo[2.2.1]heptan-7-amine